N,9-diphenyl-N-[4-(10-phenyl-9-anthryl)phenyl]-9H-Carbazole-3-amine C1(=CC=CC=C1)N(C=1C=CC=2N(C3=CC=CC=C3C2C1)C1=CC=CC=C1)C1=CC=C(C=C1)C=1C2=CC=CC=C2C(=C2C=CC=CC12)C1=CC=CC=C1